CN1C2=NC(=NC(=C2N=C1)N1C[C@@H]2[C@H](C1)COC2)C#CC=2N(C=C(N2)C2=CC=CC=C2)COCC[Si](C)(C)C (3aR,6aS)-5-(9-Methyl-2-((4-phenyl-1-((2-(trimethylsilyl)ethoxy)methyl)-1H-imidazol-2-yl)ethynyl)-9H-purin-6-yl)hexahydro-1H-furo[3,4-c]pyrrole